1-Ethyl-3-Methylimidazolium Hexafluorophosphate F[P-](F)(F)(F)(F)F.C(C)N1C=[N+](C=C1)C